The molecule is the isomer of 7,8-diaminononanoic acid having (R)- and (S)- configurations at C-7 and C-8, respectively; an intermediate in the biosynthetic pathway of biotin. As biotin is made exclusively in plants and microorganisms, both the chemical structure and biosynthetic enzymes of DAPA are targets for the development of herbicides and antimicrobial drugs. It is a conjugate acid of a (7R,8S)-7,8-diammoniononanoate. C[C@@H]([C@@H](CCCCCC(=O)O)N)N